CN1N=CC2=CC=C(C=C12)C[C@@H]1CC[C@H](CC1)C(=O)O trans-4-[(1-methylindazol-6-yl)methyl]cyclohexanecarboxylic acid